C(C)(C)C1=CC=C(C=C1)C(=O)C1=CC=CC=C1 (4-Isopropylphenyl)(phenyl)methanone